3-amino-N-{4-[(3R,4R,5S)-3-amino-4-hydroxy-5-methylpiperidin-1-yl]-(7R)-7-hydroxy-6,7-dihydro-5H-cyclopenta[b]pyridin-3-yl}-6-(2,6-difluorophenyl)-5-fluoropyridine-2-carboxamide NC=1C(=NC(=C(C1)F)C1=C(C=CC=C1F)F)C(=O)NC=1C(=C2C(=NC1)[C@@H](CC2)O)N2C[C@H]([C@@H]([C@H](C2)C)O)N